4-(1-(2-azaspiro[3.3]heptan-6-yl)-1,2,3,6-tetrahydropyridin-4-yl)-2-chloro-N,N-dimethylbenzamide C1NCC12CC(C2)N2CCC(=CC2)C2=CC(=C(C(=O)N(C)C)C=C2)Cl